3-bromo-2,3'-bithiophene BrC1=C(SC=C1)C1=CSC=C1